2',3'-didehydro-3'-deoxy-4'-ethynylthymidine C(#C)[C@]1(C=C[C@@H](O1)N1C(=O)NC(=O)C(C)=C1)CO